NC1=C(C=C(C=C1)C=1C=NN(C1)C(=O)OC(C)(C)C)F tert-butyl 4-(4-amino-3-fluorophenyl)-1H-pyrazole-1-carboxylate